S1C2=C(C(=C1)C1=CCCNC1)C=CC=C2 5-(Benzo[b]thiophen-3-yl)-1,2,3,6-tetrahydropyridine